sulfonyl-9-hydroxy-4H-triazolo[1,5-a]quinazolin-5-one S(=O)(=O)=C1N=NN2C1NC(C1=CC=CC(=C21)O)=O